3-bromo-5-((2,4-dichlorophenylimino)-methyl)phenyl isobutyrate C(C(C)C)(=O)OC1=CC(=CC(=C1)C=NC1=C(C=C(C=C1)Cl)Cl)Br